C/C(/C(=O)OCCN(CCC1=CC=CC=C1)C)=C\C(=O)NNC(CN1CCC(CC1)C1=CC=CC=2OC(OC21)(C)C2=C(C=C(C=C2)Cl)F)=O 2-[methyl-(2-phenylethyl)amino]ethan-1-ol methyl-(E)-4-(2-(2-(4-(2-(4-chloro-2-fluorophenyl)-2-methylbenzo[d][1,3]dioxol-4-yl)piperidin-1-yl)acetyl)hydrazinyl)-4-oxobut-2-enoate